C1(CC1)C=1NC(=NN1)C1CC2(CN(C2)C(=O)N2CC(C2)NS(=O)(=O)C2=C(C=C(C=C2)C(F)(F)F)F)C1 N-[1-[6-(5-cyclopropyl-4H-1,2,4-triazol-3-yl)-2-azaspiro[3.3]heptane-2-carbonyl]azetidin-3-yl]-2-fluoro-4-(trifluoromethyl)benzenesulfonamide